FC1(C(CNC1)NC(=O)C1=NC=C(C=C1)C(F)(F)F)F N-(4,4-difluoropyrrolidin-3-yl)-5-(trifluoromethyl)pyridine-2-carboxamide